Pyrazolo[1,5-a]pyrimidine-3-carboxylic acid [4-(5-chloro-2-difluoromethoxy-phenyl)-2-(5-methyl-hexahydro-pyrrolo[3,4-c]pyrrole-2-carbonyl)-thiazol-5-yl]-amide ClC=1C=CC(=C(C1)C=1N=C(SC1NC(=O)C=1C=NN2C1N=CC=C2)C(=O)N2CC1CN(CC1C2)C)OC(F)F